C(C)(C)(C)P(C(C)(C)C)CC1=C(C=CC=C1)CP(C(C)(C)C)C(C)(C)C 1,2-bis(ditertbutylphosphinomethyl)benzene